C(#N)C1=C(C=C(C=C1)C1=C(C(=NC=C1)N1CCC(CC1)NC(OC(C)(C)C)=O)F)F Tert-butyl N-(1-(4-(4-cyano-3-fluorophenyl)-3-fluoropyridin-2-yl)piperidin-4-yl)carbamate